5-((3-(8-(((3S,4R)-3-fluoro-1-methylpiperidin-4-yl)amino)-3-((trifluoromethyl)thio)imidazo[1,2-a]pyridin-2-yl)prop-2-yn-1-yl)amino)-N-methylnicotinamide F[C@H]1CN(CC[C@H]1NC=1C=2N(C=CC1)C(=C(N2)C#CCNC=2C=NC=C(C(=O)NC)C2)SC(F)(F)F)C